(1r,4r)-4-(9b-((4-fluorophenyl)sulfonyl)-7-(perfluoropropan-2-yl)-2,3,3a,4,5,9b-hexahydro-1H-pyrrolo[3,2-f]quinoline-3-carbonyl)cyclohexane-1-carboxylic acid FC1=CC=C(C=C1)S(=O)(=O)C12C=3C=CC(=NC3CCC1N(CC2)C(=O)C2CCC(CC2)C(=O)O)C(C(F)(F)F)(C(F)(F)F)F